ClC1=CC=C(C=C1)C1=NN2C(SC1)=NN=C2CCC=2C=NC=CC2 6-(4-Chlorophenyl)-3-(2-(pyridine-3-yl)ethyl)-7H-[1,2,4]triazolo[3,4-b][1,3,4]thiadiazin